2-aminoethyl(dimethyl)amine NCCN(C)C